5-(6,6-difluoro-3-azabicyclo[3.1.0]hexan-3-yl)-N-(6-fluoroquinolin-8-yl)pyrazine-2-carboxamide FC1(C2CN(CC12)C=1N=CC(=NC1)C(=O)NC=1C=C(C=C2C=CC=NC12)F)F